O=C1N(C=C(C(N1[C@@H]1CCC2=C(C=CC=C12)C(F)(F)F)=O)C(=O)O)C=1C=C2C(C(N(C2=CC1)C)=O)(C)C 2,4-dioxo-3-[(1R)-4-(trifluoromethyl)-2,3-dihydro-1H-inden-1-yl]-1-(1,3,3-trimethyl-2-oxo-2,3-dihydro-1H-indol-5-yl)-1,2,3,4-tetrahydropyrimidine-5-carboxylic acid